N-(2-aminoethyl)-morpholine C1COCCN1CCN